3-(((5-(4-(5-chlorooxazolo[4,5-b]pyridin-2-yl)piperazin-1-carbonyl)-3-methylpyridin-2-yl)oxy)methyl)fluorobenzonitrile ClC1=CC=C2C(=N1)N=C(O2)N2CCN(CC2)C(=O)C=2C=C(C(=NC2)OCC=2C(=C(C#N)C=CC2)F)C